O1C(CC(C1)=O)=O Furan-2,4(3H,5H)-dion